P(=O)(OCCCCCCC)(OCCCCCCC)OCCCCCCC tri-(1-heptyl) phosphate